2-methyl-2-ethyl-1,3-dioxolan-4-ylmethyl acrylate C(C=C)(=O)OCC1OC(OC1)(CC)C